2-methacryloyloxybutanesulfonic acid C(C(=C)C)(=O)OC(CS(=O)(=O)O)CC